C(C)(C)(C)C=1C=C(C=C(C1O)C)CCC(=O)OCC(C)(C)C1OCC2(CO1)COC(OC2)C(COC(CCC2=CC(=C(C(=C2)C)O)C(C)(C)C)=O)(C)C 3,9-bis-{2-[3-(3-t-butyl-4-hydroxy-5-methylphenyl)propionyloxy]-1,1-dimethylethyl}-2,4,8,10-tetraoxaspiro[5.5]undecane